2-(PIPERIDIN-1-YLMETHYL)PHENYLBORONIC ACID N1(CCCCC1)CC1=C(C=CC=C1)B(O)O